tert-butyl (2R)-6-(benzyloxy)-2-({(tert-butoxycarbonyl)[2-(oxetan-3-yl)ethyl]amino}methyl)-5-[(2-tert-butoxy-2-oxoethyl)amino]-4-fluoro-2,3-dihydro-1H-indole-1-carboxylate C(C1=CC=CC=C1)OC1=C(C(=C2C[C@@H](N(C2=C1)C(=O)OC(C)(C)C)CN(CCC1COC1)C(=O)OC(C)(C)C)F)NCC(=O)OC(C)(C)C